COC(=O)C1=CC=C(C=C1)CCCN1C(CN(CC1)C(=O)OC(C)(C)C)=O tert-butyl 4-(3-(4-(methoxycarbonyl) phenyl) propyl)-3-oxopiperazine-1-carboxylate